CC=1C(C=CC(C1C)=O)=O 2,3-dimethylbenzoquinone